C1(CC1)C(=O)NC1=CC(=C(N=N1)C(=O)NC([2H])([2H])[2H])NC1=C(C(=C(C(=C1)F)C)C1=NN(N=C1)C)OC 6-(cyclopropanecarboxamido)-4-((5-fluoro-2-methoxy-4-methyl-3-(2-methyl-2H-1,2,3-triazol-4-yl)phenyl)amino)-N-(methyl-d3)pyridazine-3-carboxamide